6-isobutyl-quinolone C(C(C)C)C=1C=C2C=CC(NC2=CC1)=O